N,N-dibutyltrimethylenediamine CCCCN(CCCC)CCCN